CC(C)C1=CC2=CC=CC=C2C=C1 2-(1-methylethyl)-naphthalene